1,3-Bis[(trimethylol)methylamino]propane benzyl-(2R,3S,4S)-3,4-bis(benzyloxy)-2-(pyrazol-1-ylmethyl)pyrrolidine-1-carboxylate C(C1=CC=CC=C1)OC(=O)N1[C@@H]([C@@H]([C@H](C1)OCC1=CC=CC=C1)OCC1=CC=CC=C1)CN1N=CC=C1.C(O)C(CO)(CO)NCCCNC(CO)(CO)CO